ClC=1C=CC(=C(C1)CN1C2=C(NCC1)N=CC(=C2)C2=CC=C(C=C2)C(=O)N2CCC(CC2)N2CCCC2)C(F)(F)F [4-[1-[[5-chloro-2-(trifluoromethyl)phenyl]methyl]-3,4-dihydro-2H-pyrido[2,3-b]pyrazin-7-yl]phenyl]-(4-pyrrolidin-1-ylpiperidin-1-yl)methanone